ClC=1C(=C2C(=NC1)NC(=N2)C2=CC=C(C=C2)N2CCN(CCC2)CCOC(C)C)NC2CCN(CC2)CC2=CC=C(C=C2)OC 6-Chloro-N-[1-(4-methoxybenzyl)piperidin-4-yl]-2-(4-{4-[2-(1-methylethoxy)ethyl]-1,4-diazepan-1-yl}phenyl)-3H-imidazo[4,5-b]pyridin-7-amine